FC1=C(C=CC(=C1)F)CC1=CC2=C(NC1)C(CN2C(CN2[C@H](CN[C@@H](C2)C)CN2[C@@H](COCC2)C)=O)(C)C 6-[(2,4-Difluorophenyl)methyl]-3,3-dimethyl-1-{2-[(2R,5R)-5-methyl-2-{[(3R)-3-methylmorpholin-4-yl]methyl}piperazin-1-yl]acetyl}-1H,2H,3H,4H,5H-pyrrolo[3,2-b]pyridin